CC1OC(OCC1C)=O 4,5-dimethyl-1,3-dioxan-2-one